FC(COC1=CC=C(C=N1)NC(O[C@@H](COC1=CC2=C(N=C(S2)C2=C3N=CC(=NC3=CC(=C2)C)OC)C=C1F)C)=O)(CO)F (R)-1-((5-fluoro-2-(2-methoxy-7-methylquinoxalin-5-yl)benzo[d]thiazol-6-yl)oxy)propan-2-yl (6-(2,2-difluoro-3-hydroxypropoxy)pyridin-3-yl)carbamate